1-(2-(2,6-dioxopiperidin-3-yl)-1,3-dioxoisoindolin-5-yl)piperazine O=C1NC(CCC1N1C(C2=CC=C(C=C2C1=O)N1CCNCC1)=O)=O